FC1=C(C2=C(NC=3CC(NC(C3C2(C2=CC=CC=C2)C)=O)(C)C)N=C1)I 3-fluoro-4-iodo-5,8,8-trimethyl-5-phenyl-9,10-dihydro-7H-pyrido[2,3-b][1,6]naphthyridin-6-one